ClC(=O)C1=C(C(=O)O)C=C(C(=C1)C(=O)Cl)C(=O)Cl 2,4,5-trichlorocarbonylbenzoic acid